BrC1=C(C(=CC=C1)Br)/C(=N\NS(=O)(=O)C1=CC=CC=C1)/N1C[C@H](O[C@H](C1)C)C N'-[(1E)-(2,6-dibromophenyl)[(2R,6S)-2,6-dimethylmorpholin-4-yl]methylidene]benzenesulfonohydrazide